C(C)(C)C1=C(NC2=CC=C(C=C12)C1CCNCC1)C1=C2C(=NC=C1)C=NN2 7-(3-isopropyl-5-(piperidin-4-yl)-1H-indol-2-yl)-1H-pyrazolo[4,3-b]pyridine